(Z)-(2-bromo-3,3-difluoroprop-1-en-1-yl)benzene Br\C(=C/C1=CC=CC=C1)\C(F)F